(3Z,6Z)-9,10-epoxy-octadecadiene C=C\C=C/CCCCC1C(CCCCCCCC)O1